1-Cyclobutoxy-2-Fluoro-4-Nitrobenzene C1(CCC1)OC1=C(C=C(C=C1)[N+](=O)[O-])F